D-glucopyranosuronate OC1[C@H](O)[C@@H](O)[C@H](O)[C@H](O1)C(=O)[O-]